NC=1N=NC(=CC1C=1C=NN(C1)C(C)C1=CC=C(C(=O)OC)C=C1)C1=C(C=CC=C1)OCOC methyl 4-[1-(4-[3-amino-6-[2-(methoxymethoxy)phenyl]pyridazin-4-yl]-1H-pyrazol-1-yl)ethyl]benzoate